6-(bromomethyl)-7-fluorobenzofuran BrCC1=C(C2=C(C=CO2)C=C1)F